C1(CC1)N1C(=NC2=C1C=C(C=C2)C#N)C=2C=NC=NC2 1-Cyclopropyl-2-(pyrimidin-5-yl)-1H-benzo[d]imidazol-6-carbonitril